(-)-2-(5-(((5-cyclopropyl-7-(3,3-difluorocyclohexyl)-5H-pyrrolo[3,2-d]pyrimidin-2-yl)thio)methyl)-2-fluorophenyl)acetic acid C1(CC1)N1C=C(C=2N=C(N=CC21)SCC=2C=CC(=C(C2)CC(=O)O)F)C2CC(CCC2)(F)F